7-Bromo-8-hydroxy-4-methyl-3,4-dihydro-2H-benzo[b][1,4]oxazine-6-carboxylic acid methyl ester COC(=O)C1=CC2=C(OCCN2C)C(=C1Br)O